F[C@@H]\1[C@@]2(C[C@H]([C@H](C/C1=C\C=1N=NC(=CN1)C1=C(C=C(C=C1)N1C=NC=C1)O)N2)OC)C 2-(3-((E)-((1S,2S,5S,6R)-2-fluoro-6-methoxy-1-methyl-8-azabicyclo[3.2.1]octan-3-ylidene)methyl)-1,2,4-triazin-6-yl)-5-(1H-imidazol-1-yl)phenol